4-(9-((1s,4s)-4-(aminomethyl)cyclohexyl)-8-(3-chlorophenylamino)-9H-purin-2-ylamino)-1-methylcyclohexanol NCC1CCC(CC1)N1C2=NC(=NC=C2N=C1NC1=CC(=CC=C1)Cl)NC1CCC(CC1)(O)C